NCC1=NNC(C2=CC=C(C=C12)C=1C=NC=C(C1)OC1=CC=C(C=C1)F)=O 4-(aminomethyl)-6-(5-(4-fluorophenoxy)-pyridin-3-yl)phthalazin-1(2H)-one